3-[6-[4-(Dimethoxymethyl)piperidin-1-yl]pyridin-3-yl]piperidine-2,6-dione COC(C1CCN(CC1)C1=CC=C(C=N1)C1C(NC(CC1)=O)=O)OC